FC=1OC2=C(C1)C=C(C(=C2)CCNC2=CC=NC=N2)OC 6-[2-(2-fluoro-5-methoxy-benzofuran-6-yl)-ethylamino]-pyrimidin